COC(CCC(F)F)=O 4,4-Difluorobutyric acid methyl ester